ClC=1C=2C(N=C3N(C2C=CC1)C1=CC(=CC=C1C31CCCCC1)C1CCN(CC1)CC1=CC=C(C=C1)CO)=O 4'-chloro-10'-(1-(4-(hydroxymethyl)benzyl)piperidin-4-yl)-5'H-spiro[cyclohexane-1,7'-indolo[1,2-a]quinazolin]-5'-one